OC1=CC=C(C=C1)C=1C2=CC=C(N2)C=C2C=CC(C=C3C=CC(=CC=4C=CC1N4)N3)=N2 5-(4-hydroxyphenyl)-porphyrin